C1=CC=C(C=2SC3=C(C21)C=CC=C3)C=3C=C2C=CC(=C(C2=CC3)C3=C(C=CC2=CC(=CC=C32)C3=CC=CC2=C3SC3=C2C=CC=C3)OC3=C(C=C(C2=CC=CC=C32)CO)C3=CC=CC2=C3SC3=C2C=CC=C3)OC3=C(C=C(C2=CC=CC=C32)CO)C3=CC=CC2=C3SC3=C2C=CC=C3 [(6,6'-bis(dibenzo[b,d]thiophen-4-yl)[1,1'-binaphthalene]-2,2'-diyl)bis{oxy[3-(dibenzo[b,d]thiophen-4-yl)naphthalene-4,1-diyl]}]dimethanol